FC=1[C@@H]([C@H]2[C@H](OC(O2)(C)C)C1COC(C1=CC=CC=C1)(C1=CC=CC=C1)C1=CC=CC=C1)O (3aS,4R,6aR)-5-fluoro-2,2-dimethyl-6-((trityloxy)methyl)-4,6a-dihydro-3aH-cyclopenta[d][1,3]dioxol-4-ol